2-(2,4-bis(trifluoromethyl)phenyl)-N-((5-(5-chloropyrimidin-2-yl)-1,3,4-oxadiazol-2-yl)methyl)-N-p-tolylacetamide FC(C1=C(C=CC(=C1)C(F)(F)F)CC(=O)N(C1=CC=C(C=C1)C)CC=1OC(=NN1)C1=NC=C(C=N1)Cl)(F)F